N[C@@H]1CN(CC[C@H]1F)C1=NC2=C(N1CC(=O)N1CC3N(CC1)C(OC3)=O)C=C(C(=C2)F)F 7-(2-(2-((3R,4R)-3-Amino-4-fluoropiperidin-1-yl)-5,6-difluoro-1H-benzo[d]imidazol-1-yl)acetyl)tetrahydro-1H-oxazolo[3,4-a]pyrazin-3(5H)-on